OC1=C(C(N(C(=C1)C)C)=O)NC(N[C@@H](CC(=O)OCC)C=1C=C(C(=CC1)C)C1=CC(=CC=C1)OC)=O ethyl (S)-3-(3-(4-hydroxy-1,6-dimethyl-2-oxo-1,2-dihydropyridin-3-yl)ureido)-3-(3'-methoxy-6-methylbiphenyl-3-yl)propanoate